C(#N)C1=CC=C(C=C1)C1(CC2(CC(C2)NC(OC(C)(C)C)=O)C1)O tert-butyl (6-(4-cyanophenyl)-6-hydroxyspiro[3.3]heptan-2-yl)carbamate